2,4-difluoro-9-chloro-3-(3-methyl-piperazin-1-yl)-5-ethyl-5H-indolo[3,2-c]quinoline FC=1C=C2C=3C(=CN(C2=C(C1N1CC(NCC1)C)F)CC)C1=CC=C(C=C1N3)Cl